BrC1=NN(C(=C1)C(C)=O)CC(C)O[Si](C)(C)C(C)(C)C 1-(3-bromo-1-(2-((tert-butyldimethylsilyl)oxy)propyl)-1H-pyrazol-5-yl)ethan-1-one